n-ethoxy-4-((4-ethynyl-5-fluoro-2-(N-methylmethanesulfonamido)phenyl)amino)-6-((2-methoxypyrimidin-4-yl)amino)nicotinamide C(C)ONC(C1=CN=C(C=C1NC1=C(C=C(C(=C1)F)C#C)N(S(=O)(=O)C)C)NC1=NC(=NC=C1)OC)=O